BrC1=C(C=C(OC2CC(C2)N)C=C1)Cl (1r,3r)-3-(4-bromo-3-chlorophenoxy)cyclobutan-1-amine